CN(C1=CC=C(C=C1)C1=C2CNC(C2=CC=C1)=O)C 4-(4-(dimethylamino)phenyl)isoindolin-1-one